C(C(=O)OCC1=CC=CC=C1)(=O)OCC1=CC=CC=C1 Dibenzyl oxalate